methyl (E)-2-[2-[3-(phenyl-sulphonyloxy)phenoxy]phenyl]-3-methoxyacrylate C1(=CC=CC=C1)S(=O)(=O)OC=1C=C(OC2=C(C=CC=C2)/C(/C(=O)OC)=C\OC)C=CC1